5-(3-(5-(methoxymethyl)-2-(trifluoromethyl)benzyl)ureido)-1-phenyl-1H-pyrazole-3-carboxylic acid COCC=1C=CC(=C(CNC(NC2=CC(=NN2C2=CC=CC=C2)C(=O)O)=O)C1)C(F)(F)F